C(#N)C=1C(=C(C=CC1)C1=CC=C(C=C1)C(=O)N1[C@@H](C/C(/C1)=N/OC)C(=O)NC)C (S,Z)-1-(3'-cyano-2'-methyl-[1,1'-biphenyl]-4-carbonyl)-4-(methoxyimino)-N-methylpyrrolidine-2-carboxamide